FC1(CCN(CC1)C1=CC(=C(C(=C1)C(C)C)O)C(C)C)F 4-(4,4-Difluoropiperidin-1-yl)-2,6-diisopropylphenol